Tert-butyl 9-(4-chloro-2,5-difluorophenyl)-3,9-diazaspiro[5.5]undecane-3-carboxylate ClC1=CC(=C(C=C1F)N1CCC2(CCN(CC2)C(=O)OC(C)(C)C)CC1)F